chloro-1H-pyrazolo[3,4-c]pyridine-7-carboxylic acid ethyl ester C(C)OC(=O)C=1N=CC=C2C1N(N=C2)Cl